4-(1-hydroxy-6-(p-tolyl)pyrrolo[1,2-a]pyrazin-7-yl)benzonitrile OC=1C=2N(C=CN1)C(=C(C2)C2=CC=C(C#N)C=C2)C2=CC=C(C=C2)C